N1=CC=C(C=C1)C1=NC2=CC=CC=C2C=N1 2-(4-pyridyl)quinazoline